NC1=CC=C(OC2=CC=C(C=C2)C(C(F)(F)F)(C(F)(F)F)C2=CC=C(C=C2)OC2=CC=C(C=C2)N)C=C1 (2,2-bis[4-(4-aminophenoxy)phenyl])hexafluoropropane